C[S@@](=O)(=N)N1CCC2=CC=C(C=C12)C(=O)N ((R)-S-methylsulfonimidoyl)indoline-6-carboxamide